NCC=1C=C2CN(C(C2=CC1)=O)C1C(NC(CC1)=O)=O 3-(5-aminomethyl-1-oxo-1,3-dihydro-isoindole-2-yl)-piperidine-2,6-dione